C(CCCCCCCCCCC)C(CCCN)NCCCCCCCCCCCC 1,N1-Didodecylbutane-1,4-diamine